ethyl-imidazole ammonium salt [NH4+].C(C)C=1NC=CN1